2,4-dimethyl-2,4,6-tris(4-hydroxyphenyl)heptane tert-butyl-((2-(azidomethyl)imidazo[1,2-a]pyridin-6-yl)methyl)(cyclobutylmethyl)carbamate C(C)(C)(C)OC(N(CC1CCC1)CC=1C=CC=2N(C1)C=C(N2)CN=[N+]=[N-])=O.CC(C)(CC(CC(C)C2=CC=C(C=C2)O)(C2=CC=C(C=C2)O)C)C2=CC=C(C=C2)O